Bis(4-(2-ethylhexylthio)phenyl)sulfone C(C)C(CSC1=CC=C(C=C1)S(=O)(=O)C1=CC=C(C=C1)SCC(CCCC)CC)CCCC